2-(2-(5-chloro-2-((tetrahydro-2H-pyran-4-yl)amino)pyrimidin-4-yl)-6,6-dimethyl-4-oxo-4,6-dihydro-5H-thieno[2,3-c]pyrrol-5-yl)acetic acid ClC=1C(=NC(=NC1)NC1CCOCC1)C1=CC2=C(C(N(C2=O)CC(=O)O)(C)C)S1